tert-butyl 1-(3,4-dichlorophenyl)-2-oxa-5-azabicyclo[2.2.1]-heptane-5-carboxylate ClC=1C=C(C=CC1Cl)C12OCC(N(C1)C(=O)OC(C)(C)C)C2